ClC1=C(C=CC=C1Cl)C(C)(C)N 2-(2,3-dichlorophenyl)propan-2-amine